COC(=O)C1=CC(=C(C2=CNN=C12)OC)C1NCOC1.NC(=O)NC=1SC(=CC1C(=O)N)C1=CC=C(C=C1)C(C)N1CCCCC1 2-[(aminocarbonyl)amino]-5-[4-(1-piperidin-1-ylethyl)phenyl]thiophene-3-carboxamide methyl-4-methoxy-5-(oxazolidin-4-yl)-2H-indazole-7-carboxylate